((6-(6-cyclopropyl-2-((3-methoxy-4-(4-(4-methylpiperazin-1-yl)piperidin-1-yl)phenyl)amino)7H-pyrrolo[2,3-d]pyrimidin-7-yl)pyridin-2-yl)imino)dimethyl-λ6-sulfanone C1(CC1)C1=CC2=C(N=C(N=C2)NC2=CC(=C(C=C2)N2CCC(CC2)N2CCN(CC2)C)OC)N1C1=CC=CC(=N1)N=S(=O)(C)C